[3-(5-chloro-6-piperazin-1-yl-3-pyridyl)-1,2,4-oxadiazol-5-yl]methanamine ClC=1C=C(C=NC1N1CCNCC1)C1=NOC(=N1)CN